2-Cyclopropyl-1,2,5-thiadiazolidine 1,1-dioxide C1(CC1)N1S(NCC1)(=O)=O